ammonium magnesium phosphate-melamine N1=C(N)N=C(N)N=C1N.P(=O)([O-])([O-])[O-].[Mg+2].[NH4+]